2-(2-((5-(3-(aminomethyl)-2-fluorophenyl)benzofuran-3-yl)methoxy)-5-fluorophenyl)acetic acid NCC=1C(=C(C=CC1)C=1C=CC2=C(C(=CO2)COC2=C(C=C(C=C2)F)CC(=O)O)C1)F